BrC1=CC=C(C=C1)C1=C(C#N)C(=CC(=N1)C1CCC(CC1)COC)O (4-bromophenyl)-4-hydroxy-6-((1r,4r)-4-(methoxymethyl)cyclohexyl)nicotinonitrile